1-cyclopropyl-2-methyl-5-[2-(trimethylsilyl)ethynyl]-1,3-benzodiazole C1(CC1)N1C(=NC2=C1C=CC(=C2)C#C[Si](C)(C)C)C